CC1=C(C=CC=C1C(F)(F)F)[C@@H](C)NC(=O)C1=CN(C(C=C1N[C@H]1CN(CCCC1)C)=O)C1CCOCC1 N-((R)-1-(2-methyl-3-(trifluoromethyl)phenyl)ethyl)-4-(((R)-1-methylazepan-3-yl)amino)-6-oxo-1-(tetrahydro-2H-pyran-4-yl)-1,6-dihydropyridine-3-carboxamide